ClC1=NC=C(C(=C1)N1CCC(CC1)(F)CN(C)C)I 1-(1-(2-chloro-5-iodopyridin-4-yl)-4-fluoropiperidin-4-yl)-N,N-dimethylmethanamine